CN(CC(C)(C)N)C (2-dimethylamino-1,1-dimethylethyl)amine